2-[4-[4-amino-2-(4-fluoroanilino)thiazole-5-carbonyl]phenoxy]-2-methyl-propionic acid ethyl ester C(C)OC(C(C)(C)OC1=CC=C(C=C1)C(=O)C1=C(N=C(S1)NC1=CC=C(C=C1)F)N)=O